S(CCS)CCS thiodiethyl thiol